C1(=CC=CC=CC=C1)C=CC(=O)OCC ethyl 3-(cycloocta-1,3,5,7-tetraen-1-yl)acrylate